C(C)(C)(C)OC(NC1=NC=CC(=C1)C(C)=O)=O (4-Acetylpyridin-2-yl)carbamic acid tert-butyl ester